N1CC(CC1)N1CCN(CC1)NC(OCCCC)=O butyl (4-(pyrrolidin-3-yl)piperazin-1-yl)carbamate